CC1=CC=C(/C=C/C(C(=O)C2=CC=CC=C2)CC(=O)C2=CC=CC=C2)C=C1 (trans)-2-(4-methylstyryl)-1,4-diphenylbutane-1,4-dione